ClC1=C(COC=2C=C(C(=O)NC=3SC(=CC3C(=O)N)CC3=CC=CC=C3)C=CC2OC)C=CC=C1 2-[3-(2-chlorobenzyloxy)-4-methoxybenzamido]-5-benzylthiophene-3-carboxamide